NC1=C(C(=O)N2CCC=3N(N=C4CCN(C[C@H]2C34)C(C=C)=O)C3=C(C=C(C=C3)C3CCC3)O)C=C(C(=N1)C(F)(F)F)F |o1:16| (R or S)-1-(5-(2-amino-5-fluoro-6-(trifluoromethyl)nicotinoyl)-2-(4-cyclobutyl-2-hydroxyphenyl)-2,3,4,5,5a,6,8,9-octahydro-7H-1,2,5,7-tetraazabenzo[cd]azulen-7-yl)prop-2-en-1-one